(1R,3S)-1-(benzo[d][1,3]dioxol-5-yl)-2,3,4,9-tetrahydro-1H-pyrido[3,4-b]indole-3-carboxylic acid O1COC2=C1C=CC(=C2)[C@H]2N[C@@H](CC1=C2NC2=CC=CC=C12)C(=O)O